O[C@@H]([C@@H](CC1=CC=CC=C1)NC(C(C(=O)N)(C)C)=O)C(NCC1=NC=CC=C1)=O ((2r,3s)-3-hydroxy-4-oxo-1-phenyl-4-((pyridin-2-ylmethyl)amino)butan-2-yl)-2,2-dimethylpropanediamide